Ethylene oxid C1CO1